C1(CCCC1)C=1C=C(C(=O)N=C2NCCN2)C=CC1NC1=CC(=CC=C1)C(NC1COCC1)=O 3-cyclopentyl-N-[(2Z)-imidazolidin-2-ylidene]-4-({3-[(oxolan-3-yl)carbamoyl]phenyl}amino)benzamide